dimethoxyglyoxal 2-tert-butyl-pentylcyclohexyl-acetate C(C)(C)(C)C(CC(C(=O)O)C1CCCCC1)CCC.COC(C(=O)OC)=O